C(C)(C)(C)OC(=O)N[C@H](C(=O)OCC#N)CC1=NC=C(N=C1)C#N Cyanomethyl (S)-2-((tert-butoxy-carbonyl)amino)-3-(5-cyanopyrazin-2-yl)propanoate